(R)-tert-Butyl 3-(5-methyl-6-((1-(naphthalen-1-yl)ethyl)carbamoyl)-1H-benzo[d]imidazol-2-yl)azetidine-1-carboxylate CC1=CC2=C(NC(=N2)C2CN(C2)C(=O)OC(C)(C)C)C=C1C(N[C@H](C)C1=CC=CC2=CC=CC=C12)=O